N1(CCCCCC1)C1(C(NC2=C(C=CC=C12)C(F)(F)F)=O)C1=CC=C(C=C1)O 3-(azepan-1-yl)-3-(4-hydroxyphenyl)-7-(trifluoromethyl)indolin-2-one